CC1=C(C=CC=C1NC(=O)C1=NN2C([C@H](CCC2)NCCO)=C1)C1=C(C(=CC=C1)NC(=O)C1=NN2C([C@H](CCC2)NCCO)=C1)C (4S,4'S)-N,N'-(2,2'-dimethyl-[1,1'-biphenyl]-3,3'-diyl)bis(4-((2-hydroxyethyl)amino)-4,5,6,7-tetrahydropyrazolo[1,5-a]pyridine-2-carboxamide)